6-((1-((1-(3-fluoroazetidin-1-yl)-2-methylpropan-2-yl)sulfonyl)cyclopropyl)methyl)-1-methyl-7-oxo-4,5,6,7-tetrahydro-1H-pyrazolo[3,4-c]pyridine-3-carboxamide FC1CN(C1)CC(C)(C)S(=O)(=O)C1(CC1)CN1C(C2=C(CC1)C(=NN2C)C(=O)N)=O